(R)-2-amino-3-((chloromethyl)dimethylsilyl)propionic acid methyl ester hydrochloride Cl.COC([C@H](C[Si](C)(C)CCl)N)=O